2-{[(4-chlorophenyl)formylhydrazino]Carbonyl}piperidine-1-carboxylic acid tert-butyl ester C(C)(C)(C)OC(=O)N1C(CCCC1)C(=O)NNC(=O)C1=CC=C(C=C1)Cl